dimethylsilyl(1,2,3,4-tetramethylcyclopentadienyl)(cyclopentadienyl)zirconium C[SiH](C)[Zr](C1C=CC=C1)C1(C(=C(C(=C1)C)C)C)C